FC(C1=NC=CC=C1B(O)O)(F)F 2-(trifluoromethyl)pyridin-3-ylboronic acid